ClC1=CC=C(C=C1)C=1NC(=CC1C#N)C(F)(F)F 2-(4-chlorophenyl)-5-trifluoromethyl-pyrrole-3-carbonitrile